(S)-N-(5-(4-(difluoromethyl)phenoxy)-2-methoxyphenyl)-1-methyl-5-oxopyrrolidine-2-carboxamide FC(C1=CC=C(OC=2C=CC(=C(C2)NC(=O)[C@H]2N(C(CC2)=O)C)OC)C=C1)F